C(C)(C)(C)OC(=O)NCCC=1OC(=CN1)C(=O)OC methyl 2-(2-{[(tert-butoxy) carbonyl] amino} ethyl)-1,3-oxazole-5-carboxylate